ClC=1C=C(CNC2=NC(=NC3=CC=C(C=C23)C=2C(=NOC2C)C)C(=O)N2CC3=C(CC2)NN=C3)C=CC1 (4-((3-chlorobenzyl)amino)-6-(3,5-dimethylisoxazol-4-yl)quinazolin-2-yl)(1,4,6,7-tetrahydro-5H-pyrazolo[4,3-c]pyridin-5-yl)methanone